(S)-5-(4-(3-(tert-butoxy)-2-((1,3-dioxoisoindolin-2-yl)oxy)-2-methyl-3-oxopropoxy)phenyl)-2-((2-((tert-butoxycarbonyl)amino)ethyl)amino)-1-methylpyridin-1-ium iodide [I-].C(C)(C)(C)OC([C@@](COC1=CC=C(C=C1)C=1C=CC(=[N+](C1)C)NCCNC(=O)OC(C)(C)C)(C)ON1C(C2=CC=CC=C2C1=O)=O)=O